COC=1C=C(CN(C=2OC(=CN2)C(=O)NCCCC2=CC=C(C=C2)OC)CC2=CC(=CC=C2)OC)C=CC1 2-(bis(3-methoxybenzyl)amino)-N-(3-(4-methoxyphenyl)propyl)oxazole-5-carboxamide